COC1=CC(=C(C=C1)NC(C(C(C)=O)C)=O)C N-(4-methoxy-2-methylphenyl)-2-methyl-3-oxobutanamide